BrC1=C(C=C(C=C1)C1(CC1)C(=O)NS(=O)(=O)C)F 1-(4-Bromo-3-fluorophenyl)-N-(methylsulfonyl)cyclopropane-1-carboxamide